N-[(1S,2R)-2-aminocyclohexyl]-2-(2-fluoro-4-methylphenyl)-5-(1H-pyrrolo[2,3-b]pyridin-4-yl)-1H-pyrrole-3-carboxamide N[C@H]1[C@H](CCCC1)NC(=O)C1=C(NC(=C1)C1=C2C(=NC=C1)NC=C2)C2=C(C=C(C=C2)C)F